O1COC2=C1C=CC(=C2)S(=O)(=O)N2C[C@H]1C(N(C=3C=CC(=CC3[C@H]1C2)C#N)C)=O (3aS,9bS)-2-(benzo[d][1,3]dioxol-5-ylsulfonyl)-5-methyl-4-oxo-2,3,3a,4,5,9b-hexahydro-1H-pyrrolo[3,4-c]quinoline-8-carbonitrile